C[SiH](C1=C(C=CC=C1)C)C1=C(C=CC=C1)C methylbis(2-methylphenyl)silane